HEXOSE C(C(C(C(C(C=O)O)O)O)O)O